trans-2-methoxy-5-(5-methylpiperidin-3-yl)pyridine trifluoroacetate FC(C(=O)O)(F)F.COC1=NC=C(C=C1)[C@@H]1CNC[C@H](C1)C